5-(5-cyano-1-oxo-3H-isoindol-2-yl)-N-(4-methylphenyl)-2-(piperidin-1-yl)benzamide C(#N)C=1C=C2CN(C(C2=CC1)=O)C=1C=CC(=C(C(=O)NC2=CC=C(C=C2)C)C1)N1CCCCC1